BrC=1C=C(N=NC1)C 5-bromo-3-methyl-pyridazine